2-fluoro-N-(3-(N-isopropylsulfamoyl)phenyl)nicotinamide FC1=C(C(=O)NC2=CC(=CC=C2)S(NC(C)C)(=O)=O)C=CC=N1